5-[(3R)-3-ethylpiperazin-1-yl]-N-[8-fluoro-2-methylimidazo[1,2-a]pyridin-6-yl]cinnoline-8-carboxamide C(C)[C@@H]1CN(CCN1)C1=C2C=CN=NC2=C(C=C1)C(=O)NC=1C=C(C=2N(C1)C=C(N2)C)F